N-tritylformamide C(C1=CC=CC=C1)(C1=CC=CC=C1)(C1=CC=CC=C1)NC=O